C(C(O)CO)OC(CCCCCCC\C=C/C\C=C/CCCCC)=O Glyceryllinoleat